2-fluoro-3-(4,4,5,5-tetramethyl-1,3,2-dioxaborolan-2-yl)-4-(trifluoromethyl)phenol FC1=C(C=CC(=C1B1OC(C(O1)(C)C)(C)C)C(F)(F)F)O